tert-butyl-((5-(1-ethoxyvinyl)-2-nitrobenzyl)oxy)diphenylsilane ethyl-2-((2-(2-cyclopropylphenyl)-2-oxoethyl)amino)-2-oxoacetate C(C)OC(C(=O)NCC(=O)C1=C(C=CC=C1)C1CC1)=O.C(C)(C)(C)[Si](C1=CC=CC=C1)(C1=CC=CC=C1)OCC1=C(C=CC(=C1)C(=C)OCC)[N+](=O)[O-]